2-(((1R,4R)-4-(1,1-dioxoisothiazolidin-2-yl)cyclohexyl)amino)-8-((1R,2R)-2-hydroxy-2-methylcyclopentyl)pyrido[2,3-d]pyrimidin-7(8H)-one O=S1(N(CCC1)C1CCC(CC1)NC=1N=CC2=C(N1)N(C(C=C2)=O)[C@H]2[C@](CCC2)(C)O)=O